trans-5-[3-methyl-5-(4-methyl-piperazin-1-ylmethyl)-piperidin-1-yl]-8-Trifluoromethyl-quinoline C[C@@H]1CN(C[C@H](C1)CN1CCN(CC1)C)C1=C2C=CC=NC2=C(C=C1)C(F)(F)F